CC1=C(C=CC(=C1C=1N=CN(C1)C)N[C@@H](C)C1=CC=CC=C1)S(=O)(=O)N methyl-3-(1-methylimidazol-4-yl)-4-[[(1S)-1-phenylethyl]amino]benzenesulfonamide